C12CN(CC(N1)C2)C=2C(=C1CN(CC1=CC2)C2C(NC(CC2)=O)=O)F 5-(3,6-diazabicyclo[3.1.1]heptane-3-yl)-2-(2,6-dioxopiperidin-3-yl)-4-fluoroisoindoline